NC1=C(C(=NN1C1=C(C=C(C=C1Cl)C(F)(F)F)Cl)C#N)[S@@](=O)C(F)(F)F |r| (RS)-5-amino-1-(2,6-dichloro-4-trifluoromethylphenyl)-4-trifluoromethylsulfinyl-pyrazole-3-carbonitrile